(2-(1-(7-methoxyquinazolin-4-yl)azetidin-3-yl)ethyl)sulfamide COC1=CC=C2C(=NC=NC2=C1)N1CC(C1)CCNS(=O)(=O)N